C(C1=CC=CC=C1)(C1=CC=CC=C1)C1=C(N(C(C2=CC=CC=C2)C2=CC=CC=C2)C(C2=CC=CC=C2)C2=CC=CC=C2)C=CC=C1 tris(benzhydryl)aniline